ClC1=C(C(=O)NC=2C=C3C=C(N(C3=CC2)CCOC)C(=O)NC2=CC=C(C=C2)C(F)(F)F)C=C(C=C1)CNC(C(C)C)=O 5-(2-chloro-5-(isobutyrylaminomethyl)benzoylamino)-N-(4-trifluoromethylphenyl)-1-(2-methoxyethyl)-1H-indole-2-carboxamide